3-{2-[(3,5-dimethylphenyl)amino]pyrimidin-4-yl}-N,N,1-trimethyl-1H-pyrazole-5-carboxamide CC=1C=C(C=C(C1)C)NC1=NC=CC(=N1)C1=NN(C(=C1)C(=O)N(C)C)C